CC(CCCC(=O)O)CC(C)(C)C.C(C)(=O)OCCCCCCCCC NONYL ACETATE (3,5,5-trimethyl hexyl acetate)